Methyl 5-chloro-2-((1-oxo-2,7-naphthyridin-2(1H)-yl)methyl)benzofuran-7-carboxylate Methyl-4-methylnicotinate COC(C1=CN=CC=C1C)=O.ClC=1C=C(C2=C(C=C(O2)CN2C(C3=CN=CC=C3C=C2)=O)C1)C(=O)OC